C(C)(C)(C)C1=NN(C=C1OC1=CC=C(C=C1)[N+](=O)[O-])C(=O)O.C(C)(C)(C)OC(=O)N1N=CC(=C1)OC1=CC=C(C=C1)[N+](=O)[O-] tert-butyl-4-(4-nitrophenoxy)-1H-pyrazole-1-carboxylate (tert-butyl 4-(4-nitrophenoxy)-1H-pyrazole-1-carboxylate)